CC([C@H](CO)O)(C)C (2R)-3,3-Dimethyl-1,2-butanediol